ClC1=CC=C(C(=N1)C(=NO)N)N[C@H](C)C=1C=C(C=C2C(C(=C(OC12)C=1C(=NC=CC1F)F)C)=O)C 6-Chloro-3-[[(1R)-1-[2-(2,4-difluoro-3-pyridyl)-3,6-dimethyl-4-oxo-chromen-8-yl]ethyl]amino]-N'-hydroxy-pyridine-2-carboxamidine